[Ru].N1=CC=CC2=CC=C3C=CC=NC3=C12.N1=CC=CC2=CC=C3C=CC=NC3=C12.N1=CC=CC2=CC=C3C=CC=NC3=C12 tris-(1,10-phenanthroline) ruthenium